[K].C(CC)B(OCCC)CCC di(n-propyl)(n-propoxy)borane Kalium